N-(3,5-dibromo-6-chloropyrazin-2-yl)-6-ethoxypyridin-carboxamide BrC=1C(=NC(=C(N1)Br)Cl)NC(=O)C1=NC(=CC=C1)OCC